Trans-4-methyl-2-propyl-2,3,4,6,7,8-hexahydro-5H-chromen-5-one C[C@H]1C[C@@H](OC=2CCCC(C12)=O)CCC